FC1=C(C=C(C=C1)F)C=1N=C(SC1)NC1=CC=CC=C1 4-(2,5-difluorophenyl)-N-phenylthiazol-2-amine